ClC1=C(C=C(C=C1)[C@H]([C@@H]1[C@H]([C@H]([C@@H](O1)N1C=CC2=C1NC=NC2=NO)O)O)O)F 7-((2R,3R,4S,5R)-5-((R)-(4-chloro-3-fluorophenyl)(hydroxy)methyl)-3,4-dihydroxytetrahydrofuran-2-yl)-1,7-dihydro-4H-pyrrolo[2,3-d]pyrimidin-4-one oxime